C[C@]12CC[C@H]3[C@H]([C@@H]1CC[C@]2(C#C)O)CCC4=C3C=CC(=C4)OS(=O)(=O)O The molecule is a steroid sulfate that is 17alpha-ethynylestradiol in which the phenolic hydrogen at position 3 has been replaced by a sulfo group. It has a role as an estrogen and an antineoplastic agent. It is a steroid sulfate and a 17beta-hydroxy steroid. It derives from a 17alpha-ethynylestradiol. It is a conjugate acid of a 17alpha-ethynylestradiol 3-sulfate(1-).